C(C=C)ON(S(=O)(=O)C1=C(C=CC=C1)[N+](=O)[O-])C1C=C(C(N(C1)C(=O)[O-])C(N)=O)C1CC1 5-(N-(allyloxy)-2-nitrophenylsulfonamido)-2-carbamoyl-3-cyclopropyl-5,6-dihydropyridine-1(2H)-carboxylate